BrC1=CC(=C(C(=O)OC)C=C1Cl)C methyl 4-bromo-5-chloro-2-methylbenzoate